N-[[2-[(1-bicyclo[1.1.1]pentanylmethylamino)methyl]-1H-indol-6-yl]methyl]-4-oxo-pyrido[1,2-a]pyrimidine-2-carboxamide C12(CC(C1)C2)CNCC=2NC1=CC(=CC=C1C2)CNC(=O)C=2N=C1N(C(C2)=O)C=CC=C1